1-[2-(2-hydroxyethoxy)ethyl]Piperazine OCCOCCN1CCNCC1